[Co+2].OC(C(O)(O)O)C=1C=C(C=CC1OC)C1=C2NC(=C1)C=C1C=CC(=N1)C=C1C=CC(N1)=CC=1C=CC(N1)=C2 m-tetrahydroxyethyl-(4-methoxyphenyl)porphyrin cobalt (II)